C1(CC1)C=1C=C(C(=C(C1)C(C(=O)O)N1C[C@@H](CC1)N(CCCCCC1=NC=2NCCCC2C=C1)C)OC)F 2-(5-cyclopropyl-3-fluoro-2-methoxyphenyl)-2-((R)-3-(methyl(5-(5,6,7,8-tetrahydro-1,8-naphthyridin-2-yl)pentyl)amino)pyrrolidin-1-yl)acetic acid